ClC1=C(C(=CC=C1Cl)OC)C1(CC2(C1)CCN(CC2)C(=O)OC(C)(C)C)O tert-butyl 2-(2,3-dichloro-6-methoxyphenyl)-2-hydroxy-7-azaspiro[3.5]nonane-7-carboxylate